C1(CC1)CCC(S(=O)(=O)O)N 3-cyclopropyl-aminopropane-1-sulfonic acid